BrC1=CC=C(OC=2C=CC(=C3C=CC=NC23)CN)C=C1 {8-(4-bromophenoxy)quinolin-5-yl}methylamine